C(#N)C1=CC=C(CNC(=O)C2=NN(C=3C(N(CCC32)CC3(CC3)S(=O)(=O)C(COC(C(=O)OCC)F)(C)C)=O)C)C=C1 ethyl 2-(2-((1-((3-((4-cyanobenzyl)carbamoyl)-1-methyl-7-oxo-4,5-dihydro-1H-pyrazolo[3,4-c]pyridin-6(7H)-yl)methyl)cyclopropyl)sulfonyl)-2-methylpropoxy)-2-fluoroacetate